COC1=NC2=CC=CC=C2C=C1CC1=CC=C(CS(=O)(C)=NC(OC(C)(C)C)=O)C=C1 tert-butyl (((S or R)-4-((2-methoxyquinolin-3-yl)methyl)benzyl)(methyl)(oxo)-λ6-sulfaneylidene)carbamate